(propoxy)neopentyl glycol diacrylate C(C=C)(=O)OC(C(C)(COC(C=C)=O)C)OCCC